PIPERAZIN-2-ONE N1C(CNCC1)=O